CC(C)(C1=CC=C(C=C1)O)C2=CC(=C(C=C2)O)C(C)(C)C3=CC=C(C=C3)O Trisphenol